N-(2-hydroxyethyl)-1-[3-(2,4,6-trichlorophenylamino)phenyl]methanesulphonamide OCCNS(=O)(=O)CC1=CC(=CC=C1)NC1=C(C=C(C=C1Cl)Cl)Cl